{1-[1-(3-chloro-2,6-difluorobenzyl)piperidin-4-yl]-3-[4-(7H-pyrrolo[2,3-d]pyrimidin-4-yl)-1H-pyrazol-1-yl]azetidin-3-yl}acetonitrile ClC=1C(=C(CN2CCC(CC2)N2CC(C2)(N2N=CC(=C2)C=2C3=C(N=CN2)NC=C3)CC#N)C(=CC1)F)F